NC1(CC1)CC1=C(C=2N=NN=C(C2S1)NCC=1SC=CC1)Br 6-((1-aminocyclopropyl)methyl)-7-bromo-N-(thiophen-2-ylmethyl)thieno[3,2-d][1,2,3]triazin-4-amine